CC1(OB(OC1(C)C)C1=CC=C(C=C1)CC(=O)N)C (4-(4,4,5,5-tetramethyl-1,3,2-dioxaborolan-2-yl)phenyl)acetamide